C(CCCCCCCCC)[N+](C)(C)CCCCCCCCCC DidecylDimethylAmmonium